methyl 6-([1,4'-bipiperidine]-1'-carbonyl)-3-(9-((4-(((tert-butoxycarbonyl)amino)methyl)-2,6-dimethylphenyl)carbamoyl)-4,5-dihydrobenzo[b]thieno[2,3-d]oxepin-8-yl)picolinate N1(CCCCC1)C1CCN(CC1)C(=O)C1=CC=C(C(=N1)C(=O)OC)C=1C(=CC2=C(OCCC3=C2SC=C3)C1)C(NC1=C(C=C(C=C1C)CNC(=O)OC(C)(C)C)C)=O